O[C@@H](C(=O)NC1=CC(=CC=C1)N1CCN(CC1)C)C1=CC=CC=C1 (R)-2-hydroxy-N-(3-(4-methylpiperazin-1-yl)phenyl)-2-phenylacetamide